3-(3-(2-(6-(methylsulfonyl)pyridin-3-yl)furo[3,2-b]pyridin-7-yl)phenyl)oxetan-3-ol CS(=O)(=O)C1=CC=C(C=N1)C1=CC2=NC=CC(=C2O1)C=1C=C(C=CC1)C1(COC1)O